4-(8-amino-3-((2S)-1-(4-(2-((2-(2,6-dioxopiperidin-3-yl)-1-oxoisoindoline-4-yl)amino)ethyl)phenethyl)pyrrolidin-2-yl)imidazo[1,5-a]pyrazin-1-yl)-N-(pyridin-2-yl)benzamide NC=1C=2N(C=CN1)C(=NC2C2=CC=C(C(=O)NC1=NC=CC=C1)C=C2)[C@H]2N(CCC2)CCC2=CC=C(C=C2)CCNC2=C1CN(C(C1=CC=C2)=O)C2C(NC(CC2)=O)=O